ClN(C1=CC(=C(C=C1)S(=O)(=O)Cl)CC)Cl N,N-dichloroethyl-4-aminobenzenesulfonyl chloride